ClC=1C(N(N=CC1NC[C@H]1COCCC1)C1CCC(CC1)S(=O)(=O)N1CCCC1)=O 4-chloro-2-((1r,4S)-4-(pyrrolidin-1-ylsulfonyl)cyclohexyl)-5-((((S)-tetrahydro-2H-pyran-3-yl)methyl)amino)pyridazin-3(2H)-one